O=[Se].[W] tungsten oxyselenide